4-((1R,4R,SR)-5-amino-2-azabicyclo[2.2.1]heptan-2-yl)-6-fluoro-N-methyl-2-(pyrazolo[1,5-a]pyrimidin-6-yloxy)-9H-pyrimido[4,5-b]indol-8-amine N[C@@H]1[C@H]2CN([C@@H](C1)C2)C2=NC(=NC=1NC3=C(C=C(C=C3C12)F)NC)OC=1C=NC=2N(C1)N=CC2 |&1:1|